C1(CC1)N1CC=C(C=2NC(C3=C(NC21)N=CC=C3)=O)C 1-cyclopropyl-5,11-dihydro-4-methyl-6H-dipyrido-[3,2-b:2',3'-e][1,4]diazepin-6-one